CCCCCCCC/C=C\CCCCCCCC(=O)OC[C@H](COP(=O)(O)OC[C@@H](C(=O)O)N)OC(=O)CCC/C=C\C/C=C\C/C=C\C/C=C\CCCCC 1-(9Z-octadecenoyl)-2-(5Z,8Z,11Z,14Z-eicosatetraenoyl)-glycero-3-phosphoserine